(Z)-N'-hydroxycyclobutaneformamidine O\N=C(/N)\C1CCC1